C(C1=CC=CC=C1)N(CC1=CC=CC=C1)CC N,N-dibenzyl-monoethyl-amine